C1(=CC=CC=C1)COC(=O)N[C@H](C(=O)O)CCC(=O)O (2S)-2-(phenylmethoxycarbonylamino)pentanedioic acid